The molecule is a hydroxy fatty acid anion that is the conjugate base of (R)-2-hydroxy-alpha-linolenic acid, obtained by deprotonation of the carboxy group; major species at pH 7.3. It is a long-chain fatty acid anion, a (2R)-2-hydroxy fatty acid anion and a hydroxy polyunsaturated fatty acid anion. It derives from an alpha-linolenate. It is a conjugate base of a (R)-2-hydroxy-alpha-linolenic acid. CC/C=C\\C/C=C\\C/C=C\\CCCCCC[C@H](C(=O)[O-])O